CC=1NC=CN1 2-Methylimidazol